FC1=C(C=NNC2=CC=C(C(=O)O)C=C2)C=C(C=C1)C(F)(F)F 4-(2-(2-Fluoro-5-(trifluoromethyl)benzylidene)hydrazinyl)benzoic acid